OC1=CC=C(C=C1)CC(C(=O)NC1=C(C(=O)O)C=CC=C1)C(=O)O 2-(3-(4-hydroxy-phenyl)-2-carboxyl-propionamido)-benzoic acid